5,6-dihydroxyindole-2-carboxylic acid-d2 OC1=C(C=2C(=C(NC2C=C1O)C(=O)O)[2H])[2H]